C(C1=CC=CC=C1)C1=C(N)C(=CC(=C1)CC1=CC=CC=C1)C 2,4-dibenzyl-6-methylaniline